FC1=C(C(=CC(=C1)C1=NO[C@H](C1)CNS(=O)(=O)C)F)C1=CC=C(C=C1)S(=O)(=O)C1CN(C1)C N-({(5R)-3-[2,6-Difluoro-4'-(1-methylazetidine-3-sulfonyl)[1,1'-biphenyl]-4-yl]-4,5-dihydro-1,2-oxazol-5-yl}methyl)methanesulfonamide